C(C)OC(CC1([C@H]2CCC([C@@H]12)=O)CC(=O)O)=O (1R,5S)-2-oxobicyclo[3.1.0]hexane-6,6-diacetic acid ethyl ester